2-(2-methanesulfonylethoxy)ethan-1-amine HCl salt Cl.CS(=O)(=O)CCOCCN